(S)-2-(2,6-Dichlorobenzoylamino)-3-(4-(2'-oxospiro[cyclopropane-1,3'-indolin]-1'-yl)phenyl)propionic acid ClC1=C(C(=O)N[C@H](C(=O)O)CC2=CC=C(C=C2)N2C(C3(C4=CC=CC=C24)CC3)=O)C(=CC=C1)Cl